COC(CCCCC[Mg]I)OC 6,6-dimethoxyhexylmagnesium iodide